NC1=C(C=C2CCN(CC2=C1)C(C(F)(F)F)=O)Br 1-(7-amino-6-bromo-3,4-dihydroisoquinolin-2(1H)-yl)-2,2,2-trifluoroethan-1-one